C(C(=C)C)(=O)OCCC[Si](O[Si](C)(C)C)(O[Si](C)(C)C)O[Si](C)(C)C γ-methacryloxypropyltri(trimethylsiloxy)silane